C(C)(C)N1CCCC2=CC=C(C=C12)C=1N=NNC1C(=O)O 4-(1-isopropyl-1,2,3,4-tetrahydroquinolin-7-yl)-1H-1,2,3-triazole-5-carboxylic acid